OC(C1=CN=CN1)O 5-dihydroxymethylimidazole